CC1(OCCC(C1)NC=1N=NC(=C2C1C=NC=C2)C2=C(C=C(C=C2)C)O)C 2-(4-((2,2-dimethyltetrahydro-2H-pyran-4-yl)amino)pyrido[3,4-d]pyridazin-1-yl)-5-methylphenol